COCOC(CCC#CC1=CC=CC=C1)C=C (5-(methoxymethoxy)hept-6-en-1-yn-1-yl)benzene